CC1=CC=C(C=C1)N=NC1(CC2=CC=CC=C2C=C1)O 2-(4-methylphenyl-azo)-2-naphthol